[2-(tert-butoxycarbonylamino)-5,7-difluoro-1,3-benzothiazol-4-yl]boronic acid C(C)(C)(C)OC(=O)NC=1SC2=C(N1)C(=C(C=C2F)F)B(O)O